ClC1=NC=C(C(=N1)C1=CC=C2CN(C(C2=C1)=O)CCOC(C)(C)C1=CC=CC=C1)Cl 6-(2,5-dichloropyrimidin-4-yl)-2-(2-((2-phenylpropan-2-yl)oxy)ethyl)isoindolin-1-one